diaminobiphenyl-2,2'-diol NC=1C(=C(C(=CC1)C=1C(=CC=CC1)O)O)N